FC(OC=1C=NN(C1)C(C)C)F 4-(difluoromethoxy)-1-isopropyl-1H-pyrazole